(trans)-2-((E)-1-phenylbut-1-en-2-yl)cyclopropane-1-carboxylic acid ethyl ester C(C)OC(=O)[C@H]1[C@@H](C1)/C(=C/C1=CC=CC=C1)/CC